C(C1=CC=CC=C1)OCCC1=C(C=CC=C1)C1=CC=CC=C1 (2-(benzyloxy)ethyl)-[1,1'-biphenyl]